CC1=C(C=2N(N=C1N1CC=3C=C(C=NC3CC1)C=1C=NC(=C(C1)F)OC)C=NN2)C 6-(7,8-dimethyl-[1,2,4]triazolo[4,3-b]pyridazin-6-yl)-3-(5-fluoro-6-methoxypyridin-3-yl)-5,6,7,8-tetrahydro-1,6-naphthyridine